COC(=O)C1OCOC1 [1,3]Dioxolane-4-carboxylic acid methyl ester